2'-Chloro-N-(5-(4,6-dimethyl-5-(trifluoromethyl)picolinoyl)-5,6-dihydro-4H-pyrrolo[3,4-d]thiazol-2-yl)-5'-methoxy-6-methyl-[4,4'-bipyridine]-3-carboxamide ClC1=NC=C(C(=C1)C1=C(C=NC(=C1)C)C(=O)NC=1SC2=C(N1)CN(C2)C(C2=NC(=C(C(=C2)C)C(F)(F)F)C)=O)OC